N-phenyl-3-methylbenzimidazole iridium(III) [Ir+3].C1(=CC=CC=C1)N1CN(C2=C1C=CC=C2)C